[Si](C)(C)(C(C)(C)C)OC\C=C/COC1=C(C(=C(C=C1)C=1C(CC(NN1)=O)C)F)Cl 6-{4-[(Z)-4-(tert-butyldimethylsilyloxy)-2-butenyloxy]-3-chloro-2-fluorophenyl}-5-methyl-4,5-dihydro-2H-pyridazin-3-one